[Zn+2].C(C)(=O)[O-].C(C)(=O)[O-] Acetate Zinc